CC(CCCC(C)=O)=O heptane-2,6-dione